C(C)C1(NC(N(C(C1)=O)CC1=CC(=CC=C1)C(N[C@H]1[C@@H](CC2=CC=CC=C12)O)=O)=[NH2+])CC [4,4-diethyl-1-[[3-[[(1R,2R)-2-hydroxyindan-1-yl]carbamoyl]phenyl]methyl]-6-oxo-hexahydropyrimidin-2-ylidene]ammonium